4,5-dihydroxy-2-bromo-4'-tert-butyl-benzophenone OC1=CC(=C(C(=O)C2=CC=C(C=C2)C(C)(C)C)C=C1O)Br